1,2,3-propanetricarboxylic acid tris(3-tert-butylcyclohexylamide) C(C)(C)(C)C1CC(CCC1)NC(=O)CC(CC(=O)NC1CC(CCC1)C(C)(C)C)C(=O)NC1CC(CCC1)C(C)(C)C